C(C1=CC=CC=C1)NC(C(=O)O)C(C)(C)NC(=O)OC(C)(C)C 2-(benzylamino)-3-((tert-butoxycarbonyl)amino)-3-methylbutanoic acid